6-chloro-4-(methyl-d3)pyrido[2,3-b]pyrazin-3(4H)-one ClC=1C=CC2=C(N(C(C=N2)=O)C([2H])([2H])[2H])N1